1-((2-(azetidin-1-yl)pyrimidin-5-yl)methyl)-1H-pyrazol N1(CCC1)C1=NC=C(C=N1)CN1N=CC=C1